bisindolyl-phosphine cerium-lanthanum samarium [Sm].[La].[Ce].N1C(=CC2=CC=CC=C12)PC=1NC2=CC=CC=C2C1